FC(C(=O)N[C@@H]1[C@H](N(C(C1)=O)C=1C=C2C=NN(C2=CC1)C1=CN(C(C=C1)=O)C)C1=CC=CC=C1)(C)F 2,2-Difluoro-N-[(2R,3S)-1-[1-(1-methyl-6-oxo-3-pyridyl)indazol-5-yl]-5-oxo-2-phenyl-pyrrolidin-3-yl]propanamid